NCCN(CCN(CC#N)CC#N)CCN1C(NCC1)=O 2,2'-((2-((2-aminoethyl)(2-(2-oxoimidazolidin-1-yl)ethyl)amino)ethyl)azane-diyl)diacetonitrile